Z-ethyl-4-(4-methylphenyl)-2,2-difluorobut-3-enoate C(C)OC(C(\C=C/C1=CC=C(C=C1)C)(F)F)=O